4-(3,8-diazabicyclo[3.2.1]octan-3-yl)-6-(1-(difluoromethyl)-1H-pyrazol-4-yl)pyrrolo[2,1-f][1,2,4]triazine hydrochloride Cl.C12CN(CC(CC1)N2)C2=NC=NN1C2=CC(=C1)C=1C=NN(C1)C(F)F